NC1=NC=2C=CC=CC2C2=C1N=C(N2OCCCCNC(CCCCCCCCCCCCCCCCC)=O)CCCC N-(4-{[4-amino-2-butyl-1H-imidazo[4,5-c]quinolin-1-yl]oxy}butyl)octadecanamide